bis(6-((2-hexyldecanoyl)oxy)hexyl) 2-(((3-(pyrrolidin-1-yl)propyl)carbamoyl)-oxy)malonate N1(CCCC1)CCCNC(=O)OC(C(=O)OCCCCCCOC(C(CCCCCCCC)CCCCCC)=O)C(=O)OCCCCCCOC(C(CCCCCCCC)CCCCCC)=O